CC1=C(N)C(=CC(=C1)OCCCCC1=CC2=CC=C3C=CC=C4C=CC(=C1)C2=C43)C 2,6-dimethyl-4-(4-(pyren-2-yl)butoxy)aniline